Dioxobutane O=C(C=O)CC